[3,4,5-triacetyloxy-6-[4-[2-[(dimethylamino)methyl]prop-2-enoyl]phenoxy]oxan-2-yl]methyl acetate C(C)(=O)OCC1OC(C(C(C1OC(C)=O)OC(C)=O)OC(C)=O)OC1=CC=C(C=C1)C(C(=C)CN(C)C)=O